7-methylfluoren CC1=CC=C2C=3C=CC=CC3CC2=C1